2-(2',5'-difluoro-[1,1'-biphenyl]-4-yl)acetic acid FC1=C(C=C(C=C1)F)C1=CC=C(C=C1)CC(=O)O